2-methyl-4-(4-((1-(piperidin-4-ylmethyl)piperidin-4-yl)oxy)phenyl)-2,7-naphthyridin-1(2H)-one TFA salt OC(=O)C(F)(F)F.CN1C(C2=CN=CC=C2C(=C1)C1=CC=C(C=C1)OC1CCN(CC1)CC1CCNCC1)=O